ClC=1N=NN(C1)C1=C(C=C(C=C1)C)N1CON(CO1)C(C(=O)O)CC1=CC=CC=C1 2-(4-(2-(4-chloro-1H-1,2,3-triazol-1-yl)-5-methylphenyl)-2,5-dioxapiperazin-1-yl)-3-phenylpropionic acid